4-bromo-5-(2,6-dimethylphenoxy)-1-methylpyridin-2-one BrC1=CC(N(C=C1OC1=C(C=CC=C1C)C)C)=O